1-(4-Bromophenyl)-2-(4-methoxyphenyl)-2,11-dihydroimidazo[1',5':1,2]pyrido[3,4-b]indol-4-ium chloride [Cl-].BrC1=CC=C(C=C1)C=1N(C=[N+]2C1C=1NC3=CC=CC=C3C1C=C2)C2=CC=C(C=C2)OC